2-(2-methoxybenzamido)butanoic acid COC1=C(C(=O)NC(C(=O)O)CC)C=CC=C1